(9Z)-9-hexadecenoic acid C(CCCCCCC\C=C/CCCCCC)(=O)O